6-(cyclopentylamino)-4-(((1R,3R,4R)-3-hydroxy-4-methylcyclohexyl)amino)nicotinamide C1(CCCC1)NC1=NC=C(C(=O)N)C(=C1)N[C@H]1C[C@H]([C@@H](CC1)C)O